5-formyl-2,4-dimethyl-1H-pyrrole-3-carboxylic acid methyl ester COC(=O)C1=C(NC(=C1C)C=O)C